C(CC)OOOCCC propoxyether